OC[C@@H](C[C@@H](CC=CCCCCCCCCC=C)O)O (2r,4r)-1,2,4-trihydroxyheptadec-6,16-diene